(4-chloro-5-(2-methylcyclopropyl)-7H-pyrrolo[2,3-d]pyrimidin-7-yl)isonicotinic acid ClC=1C2=C(N=CN1)N(C=C2C2C(C2)C)C2=C(C(=O)O)C=CN=C2